C(C1=CC=CC=C1)N1CN[C@H](C1)C(=O)OC methyl (R)-1-benzylimidazolidine-4-carboxylate